The molecule is uDP-N-acetylmuramoyl-L-alanyl-gamma-D-glutamyl-L-lysyl-D-alanyl-D-alaninate(3-) in which the anomeric centre of the pyranose fragment has alpha-configuration. It is a conjugate base of an UDP-N-acetyl-alpha-D-muramoyl-L-alanyl-gamma-D-glutamyl-L-lysyl-D-alanyl-D-alanine. C[C@@H](C(=O)N[C@H](CCC(=O)N[C@@H](CCCC[NH3+])C(=O)N[C@H](C)C(=O)N[C@H](C)C(=O)[O-])C(=O)[O-])NC(=O)[C@@H](C)O[C@@H]1[C@H]([C@H](O[C@@H]([C@H]1O)CO)OP(=O)([O-])OP(=O)([O-])OC[C@@H]2[C@H]([C@H]([C@@H](O2)N3C=CC(=O)NC3=O)O)O)NC(=O)C